C(C)(C)(C)OC(=O)N1[C@@H]([C@H](CCC1)O[Si](C)(C)C(C)(C)C)C=CC(=O)O 3-((2R,3S)-1-(tert-Butoxycarbonyl)-3-((tert-butyldimethylsilyl)oxy)piperidin-2-yl)acrylic acid